amino-4-(2-chloroacetyl)-2-methoxy-N-methylbenzamide NC=1C(=C(C(=O)NC)C=CC1C(CCl)=O)OC